(1R,4s)-4-(8-(4-chloro-2,3-difluorophenylamino)-2-((3S,4R)-4-hydroxytetrahydrofuran-3-ylamino)-9H-purin-9-yl)cyclohexanecarboxamide ClC1=C(C(=C(C=C1)NC=1N(C2=NC(=NC=C2N1)N[C@H]1COC[C@@H]1O)C1CCC(CC1)C(=O)N)F)F